2-methyl pyrazinecarboxylate N1=C(C=NC=C1)C(=O)OC